C(CCCCCCCCCCCCCCCC)SCC (heptadecylthio)ethane